3-(1-(5-(3-chloro-2-cyclopropyl-5-(methoxymethoxy)phenyl)-4-fluoro-2-(methylthio)-8,9-dihydro-10H-7-oxa-1,3,6,10-tetraazacyclohepta[de]naphthalen-10-yl)ethyl)pyridin-2-amine ClC=1C(=C(C=C(C1)OCOC)C1=C(C=2N=C(N=C3C2C(=N1)OCCN3C(C)C=3C(=NC=CC3)N)SC)F)C3CC3